C(C)(C)(C)OC(N[C@@H]1C2=CC=CC=C2CC12CCN(CC2)C2=NC(=C(C(=N2)C#N)C2=C(C(=NC=C2)F)Cl)C)=O ((S)-1'-(5-(3-chloro-2-fluoropyridin-4-yl)-4-cyano-6-methylpyrimidin-2-yl)-1,3-dihydrospiro[indene-2,4'-piperidin]-1-yl)carbamic acid tert-butyl ester